dodecyl-trimethyl-phosphine bromide [Br-].C(CCCCCCCCCCC)CP(C)C